2,2-bis(2,3-dihydroxypropyloxyphenyl)propane OC(COC1=C(C=CC=C1)C(C)(C)C1=C(C=CC=C1)OCC(CO)O)CO